CCCCCSCSCCCCCCCCC(CCCCCCCCSCSCCCCC)SCCCN(C)C 3-(6,8,26,28-tetrathiatritriacontan-17-ylthio)-N,N-dimethylpropan-1-amine